C(C)OC(=O)C1=NN2C(C=C(C=C2)C2CC2)=N1.N[C@H](C)C=1C=C(C=C2C(C=C(OC12)SCC)=O)C(F)(F)F 8-[(1R)-1-aminoethyl]-2-ethylsulfanyl-6-(trifluoromethyl)chromen-4-one ethyl-7-cyclopropyl-[1,2,4]triazolo[1,5-a]pyridine-2-carboxylate